3,3-dimethyl-acrylic acid CC(=CC(=O)O)C